2-(3',5'-bis(α,α-dimethylbenzyl)-2'-hydroxyphenyl)benzoTriazole CC(C1=CC=CC=C1)(C)C=1C(=C(C=C(C1)C(C1=CC=CC=C1)(C)C)N1N=C2C(=N1)C=CC=C2)O